FC1(CC(C1)(C)CN1N=C(C(=C1C(=O)OCC)C(F)(F)F)C(C)(F)F)F ethyl 1-((3,3-difluoro-1-methylcyclobutyl) methyl)-3-(1,1-difluoroethyl)-4-(trifluoromethyl)-1H-pyrazole-5-carboxylate